ClC=1C(=CC(=NC1)OC)C1=CC(=NN1)C(=O)O 5-(5-chloro-2-methyl-oxypyridin-4-yl)-1H-pyrazole-3-carboxylic acid